5-vinyl-2-oxazoline C(=C)C1CN=CO1